[Li]C1=C(C=CC=C1)[Li] 1,2-dilithiobenzene